4-[3-hydroxy-1-(4-methoxyphenyl)-2-oxo-indolin-3-yl]benzenesulfonamide OC1(C(N(C2=CC=CC=C12)C1=CC=C(C=C1)OC)=O)C1=CC=C(C=C1)S(=O)(=O)N